2-((4-((5-(4-(1H-pyrazol-1-yl)phenyl)-1H-pyrazol-3-yl)amino)-3-methylphenyl)amino)propane-1,3-diol N1(N=CC=C1)C1=CC=C(C=C1)C1=CC(=NN1)NC1=C(C=C(C=C1)NC(CO)CO)C